4-(5,9-bis(4-vinylphenyl)-7H-dibenzo[c,g]carbazol-7-yl)benzoic acid C(=C)C1=CC=C(C=C1)C1=CC=2N(C=3C=C(C4=C(C3C2C2=C1C=CC=C2)C=CC=C4)C4=CC=C(C=C4)C=C)C4=CC=C(C(=O)O)C=C4